2-(2,6-diisopropylphenyl)pyridine 1-oxide C(C)(C)C1=C(C(=CC=C1)C(C)C)C1=[N+](C=CC=C1)[O-]